2-(2-Chlorophenyl)-N-[4-(1-cyclobutyl-1H-pyrazol-4-yl)-3-{[(dimethylamino)methylene]sulfamoyl}phenyl]acetamide 5-Formyl-2-[[(2R)-oxiran-2-yl]methoxy]phenyl-acetate C(=O)C=1C=CC(=C(C1)CC(=O)O)OC[C@@H]1OC1.ClC1=C(C=CC=C1)CC(=O)NC1=CC(=C(C=C1)C=1C=NN(C1)C1CCC1)S(N=CN(C)C)(=O)=O